C1(=C(C=CC=C1)C/C=C/N1C(OCC1)=O)C (E)-3-(3-(o-tolyl)propenyl)oxazolidin-2-one